tert-Butyl (1-(2,6-bis(benzyloxy)pyridin-3-yl)-3-methyl-2-oxo-2,3-dihydro-1H-benzo[d]imidazol-5-yl)carbamate C(C1=CC=CC=C1)OC1=NC(=CC=C1N1C(N(C2=C1C=CC(=C2)NC(OC(C)(C)C)=O)C)=O)OCC2=CC=CC=C2